Bis[tris(trimethylsilyl)cyclopentadienyl]germanium C[Si](C)(C)C1=C(C(C=C1)([Si](C)(C)C)[Ge]C1(C(=C(C=C1)[Si](C)(C)C)[Si](C)(C)C)[Si](C)(C)C)[Si](C)(C)C